4-methanesulfonylbutane CS(=O)(=O)CCCC